OC(C=1C=CC=C2C=CC(=CC12)O)C1=CC(=CC=C1)OC 8-(hydroxy(3-methoxyphenyl)methyl)naphthalene-2-ol